bis(2-hexyl-4-phenyl-indenyl)zirconium dichloride [Cl-].[Cl-].C(CCCCC)C=1C(C2=CC=CC(=C2C1)C1=CC=CC=C1)[Zr+2]C1C(=CC2=C(C=CC=C12)C1=CC=CC=C1)CCCCCC